THIENODIAZEPINE C1C=C2C(=CC=CN=N2)S1